CC(CCC)NC1=NN2C(C(=N1)N)=NC=C2CC2CCNCC2 N2-(pent-2-yl)-7-(piperidin-4-ylmethyl)imidazo[2,1-f][1,2,4]triazin-2,4-diamine